Tert-butyl 5-[(4-methoxyphenyl)methylamino]thiazole-4-carboxylate COC1=CC=C(C=C1)CNC1=C(N=CS1)C(=O)OC(C)(C)C